C(C)(C)(C)S(=O)NC(CC[C@H]1CC(N(C1)C(=O)OC(C)(C)C)(C)C)C=1OC=CC1 tert-butyl (4S)-4-[3-(tert-butylsulfinylamino)-3-(2-furyl)propyl]-2,2-dimethyl-pyrrolidine-1-carboxylate